CC(C(=O)OCC(COC(C(C)(C)C)=O)COC(=O)OC(C)Cl)(C)C 2-((((1-Chloroethoxy)carbonyl)oxy)methyl)propane-1,3-diyl bis(2,2-dimethylpropanoate)